8-chloro-2-(2-hydroxyphenyl)chromen-4-one ClC=1C=CC=C2C(C=C(OC12)C1=C(C=CC=C1)O)=O